FC(C=1C(=CNC(C1)=O)C(=O)NC1=C(C=C(C(=C1)C1=CC(=C(C=C1)C(NC)=O)F)F)N1C[C@H](N([C@H](C1)C)C)C)F |r| 4-(difluoromethyl)-N-[4-fluoro-5-[3-fluoro-4-(methylcarbamoyl)phenyl]-2-[rac-(3R,5S)-3,4,5-trimethylpiperazin-1-yl]phenyl]-6-oxo-1H-pyridine-3-carboxamide